(5-(6-(difluoromethoxy)-1H-pyrrolo[2,3-b]pyridin-3-yl)pyrazolo[1,5-a]pyridin-3-yl)(4-methylpiperazin-1-yl)methanone FC(OC1=CC=C2C(=N1)NC=C2C2=CC=1N(C=C2)N=CC1C(=O)N1CCN(CC1)C)F